2-chloro-7-methyl-5-(trifluoromethyl)-7H-pyrrolo[2,3-d]pyrimidine ClC=1N=CC2=C(N1)N(C=C2C(F)(F)F)C